ClC1=NC=CC(=C1)C1[C@@H]2CN(C[C@H]1CCC2)C2CCCC2 (1R,5S,9r)-9-(2-chloropyridin-4-yl)-3-cyclopentyl-3-azabicyclo[3.3.1]nonan